CC(C(=O)O)OC1=CC=C(C=C1)Cl methyl-2-(4-chlorophenoxy)acetic acid